BrC=1C=CC(=C(CC2(CCN(CC2)C(=O)OC(C)(C)C)CO)C1)F tert-butyl 4-(5-bromo-2-fluorobenzyl)-4-(hydroxymethyl)piperidine-1-carboxylate